ClC1=C(C(=NN1C)C1=NC(=CC=C1)C(F)(F)F)C(=O)NC1CCN(CC1)CCC(C)(C)C 5-Chloro-N-(1-(3,3-dimethylbutyl)piperidin-4-yl)-1-methyl-3-(6-(trifluoromethyl)pyridin-2-yl)-1H-pyrazole-4-carboxamide